FC1=NC=C(C=C1C1=CC=2N(C=C1)N=C(N2)N)C=2C=NN(C2)[C@H](CC)C2=CC=C(C=C2)F |r| racemic-7-(2-fluoro-5-(1-(1-(4-fluorophenyl)propyl)-1H-pyrazol-4-yl)pyridin-3-yl)-[1,2,4]triazolo[1,5-a]pyridin-2-amine